tert-butyl N-(3-chloro-5-methyl-phenyl)carbamate ClC=1C=C(C=C(C1)C)NC(OC(C)(C)C)=O